2-(3-(benzyloxy)-2-(hydroxymethyl)-4-(methoxy-d)phenyl)-N-(2-(4-(benzyloxy)-3-methoxy-2-Phenylphenyl)ethyl-1,1-d)acetamide C(C1=CC=CC=C1)OC=1C(=C(C=CC1OC[2H])CC(=O)NC(CC1=C(C(=C(C=C1)OCC1=CC=CC=C1)OC)C1=CC=CC=C1)([2H])[2H])CO